N-(5-(((5-(tert-butyl)oxazol-2-yl)methyl)thio)thiazol-2-yl)-4-(1-((2-(2,6-dioxopiperidin-3-yl)-1-oxoisoindolin-5-yl)methyl)piperidin-4-yl)piperazine-1-carboxamide C(C)(C)(C)C1=CN=C(O1)CSC1=CN=C(S1)NC(=O)N1CCN(CC1)C1CCN(CC1)CC=1C=C2CN(C(C2=CC1)=O)C1C(NC(CC1)=O)=O